CN1C(C(=C(C2=CC=CC=C12)N1CCC(CC1)C=1OC2=C(N1)C=C(C=C2)C2COC2)C#N)=O 1-Methyl-4-{4-[5-(oxetan-3-yl)-1,3-benzooxazol-2-yl]piperidin-1-yl}-2-oxo-1,2-dihydroquinoline-3-carbonitrile